N-(5-(5-chloro-7-(ethylthio)-6-fluoro-1H-indazol-4-yl)pyrazolo[1,5-a]pyridin-2-yl)-2-fluorocyclopropane-1-carboxamide ClC=1C(=C2C=NNC2=C(C1F)SCC)C1=CC=2N(C=C1)N=C(C2)NC(=O)C2C(C2)F